C(N)(=N)C=1C=C(C=CC1)NC(C1=C(N=C(C(=C1)Cl)C)N1CCC(CCC1)(F)F)=O N-(3-carbamimidoyl-phenyl)-5-chloro-2-(4,4-difluoroazepan-1-yl)-6-methylnicotinamide